N1(N=CC=C1)C1=CC=C(CN(C=2OC=C(N2)CCN2CCOCC2)CC2=CC(=CC=C2)OC)C=C1 N-(4-(1H-pyrazol-1-yl)benzyl)-N-(3-methoxybenzyl)-4-(2-morpholinoethyl)oxazol-2-amine